(5-bromo-2-methoxyphenyl)-7-(2-methoxyethoxy)quinazoline-4,6-diamine BrC=1C=CC(=C(C1)C1=NC2=CC(=C(C=C2C(=N1)N)N)OCCOC)OC